N-(4-piperidylmethyl)cyclopropanamine N1CCC(CC1)CNC1CC1